O[C@H](CNC(C1=CC=C(C=C1)C(=O)N1CCOCC1)=O)[C@H]1N(CC2=CC(=CC=C2C1)OCC=1N(N=CC1)C)C(=O)OC(C)(C)C tert-butyl (3S)-3-[(1R)-1-hydroxy-2-[[4-(morpholine-4-carbonyl)benzoyl]amino]ethyl]-7-[(2-methylpyrazol-3-yl)methoxy]-3,4-dihydro-1H-isoquinoline-2-carboxylate